C(C)(C)(C)OC(=O)N1CC(C1)C(=O)C12CC(C1)(C2)C2=NN=C(N2)C2(CC2)C(F)(F)F 3-[3-[5-[1-(trifluoromethyl)cyclopropyl]-4H-1,2,4-triazol-3-yl]-1-bicyclo[1.1.1]pentanoyl]azetidine-1-carboxylic acid tert-butyl ester